3-(2-chlorophenyl)-5-phenyl-4-hydroxy-1H-pyrazole ClC1=C(C=CC=C1)C1=NNC(=C1O)C1=CC=CC=C1